styryl-(methyl)diethoxysilane Ethyl-8-bromo-6-iodoimidazo[1,2-a]pyridine-3-carboxylate C(C)OC(=O)C1=CN=C2N1C=C(C=C2Br)I.C(=CC2=CC=CC=C2)[Si](OCC)(OCC)C